C(C)(C)(C)OC(=O)N[C@@]1(CN(CC1)C1=C(C(=O)OC)C=CN=C1Cl)C methyl (S)-3-(3-((tert-butoxycarbonyl)amino)-3-methylpyrrolidin-1-yl)-2-chloroisonicotinate